rac-(1S,3S)-2,2-difluoro-3-methylcyclopropan-1-amine hydrochloride Cl.FC1([C@H]([C@@H]1C)N)F |r|